N1=NN(C2=NC=CC=C21)C2=CC(=C(C(=O)N([C@H]1CNCCC1)C1=NC=CC3=CC(=CC=C13)C=CC(=O)OCC)C=C2)F ethyl (R)-3-(1-(4-(3H-[1,2,3]triazolo[4,5-b]pyridin-3-yl)-2-fluoro-N-(piperidin-3-yl)benzamido)isoquinolin-6-yl)acrylate